CN1C(C=CC=C1C(CC)CC)=O 1-methyl-6-(pentan-3-yl)pyridin-2-one